CC1=NN2C(N=C(C(=C2C)O[C@H]2CN(CC2)C2=CC=C(C=C2)C=2N=NC(=CC2)CN2CC(C2)S(=O)(=O)C)C)=N1 2,5,7-trimethyl-6-[(3R)-1-[4-[6-[(3-methylsulfonylazetidin-1-yl)methyl]pyridazin-3-yl]phenyl]pyrrolidin-3-yl]oxy-[1,2,4]triazolo[1,5-a]pyrimidine